[Cl-].C(C(=C)C)(=O)OC[N+](C)(C)CC(C)O methacryloxy-2-hydroxypropyltrimethylammonium chloride